CO[C@@H](C(=O)O)C1=CC=CC=C1 |r| (R/S)-methoxyphenyl-acetic acid